COC(=O)C1CCC(CC1)N(C([2H])([2H])[2H])C(=O)OC(C)(C)C (1r,4r)-4-((tert-butoxycarbonyl)(methyl-d3)amino)cyclohexane-1-carboxylic acid methyl ester